5-methyl-1-{[5-(4-methylphenoxy)pyrazin-2-yl]methyl}pyrrolidin-2-one CC1CCC(N1CC1=NC=C(N=C1)OC1=CC=C(C=C1)C)=O